FC(C=1N(C(=NN1)NS(=O)(=O)[C@@H](C)[C@H](C)C1=NC=C(C=N1)C)C1=C(C=CC=C1OC)OC)(C1=NC=CC=C1)F (2S,3R)-N-(5-(difluoro(pyridin-2-yl)methyl)-4-(2,6-dimethoxyphenyl)-4H-1,2,4-triazol-3-yl)-3-(5-methylpyrimidin-2-yl)butane-2-sulfonamide